COC1=CC=C(C=C1)[C@H](C)[SiH](C1=CC=CC=C1)C1=CC=CC=C1 (S)-(1-(4-methoxyphenyl)ethyl)diphenylsilane